(Z)-N'-hydroxypropionamidine O\N=C(\CC)/N